3-(dodecylthio)-1-(6-ethyl-2,6-dimethylcyclohex-3-en-1-yl)butan-1-one C(CCCCCCCCCCC)SC(CC(=O)C1C(C=CCC1(C)CC)C)C